(6-fluorochroman-3-yl)methanone FC=1C=C2CC(COC2=CC1)C=O